ethyl 5-ethyl-1,4-dimethyl-1H-pyrazole-3-carboxylate C(C)C1=C(C(=NN1C)C(=O)OCC)C